1-[4-[1-methyl-4-(trifluoromethyl)imidazol-2-yl]phenyl]methanamine hydrochloride Cl.CN1C(=NC(=C1)C(F)(F)F)C1=CC=C(C=C1)CN